CC1(CCC(CC1)N(C)CC1=CC(=C(C(=C1)OCC1=CC=C(C=C1)OC)N1CC(NS1(=O)=O)=O)F)C 5-[4-[[(4,4-dimethylcyclohexyl)-methyl-amino]methyl]-2-fluoro-6-[(4-methoxyphenyl)methoxy]phenyl]-1,1-dioxo-1,2,5-thiadiazolidin-3-one